ClC=1C(=NC(=NC1)NC1=C(C=C(C(=O)NC2=CC=C(C=C2)N(C)C)C=C1)OC)C=1C=NN(C1)C(C)C 4-((5-chloro-4-(1-isopropyl-1H-pyrazol-4-yl)pyrimidin-2-yl)amino)-N-(4-(dimethylamino)phenyl)-3-methoxybenzamide